1-(2,2-dioxido-2-thia-7-azaspiro[3.5]nonan-7-yl)-2-methyl-2-((6-(trifluoromethyl)pyridin-3-yl)oxy)propan-1-one O=S1(CC2(C1)CCN(CC2)C(C(C)(OC=2C=NC(=CC2)C(F)(F)F)C)=O)=O